N-methyl-N-ethyl-fluorocarboxamide CN(C(=O)F)CC